(trans)-3-[[2-[(7-fluoro-1-hydroxy-3H-2,1-benzoxaborole-5-yl)amino]-5-methyl-pyrimidin-4-yl]amino]tetrahydropyran-4-carbonitrile FC1=CC(=CC=2COB(C21)O)NC2=NC=C(C(=N2)N[C@@H]2COCC[C@H]2C#N)C